2-(4-ethylphenyl)-3-phenyl-2H-azazine C(C)C1=CC=C(C=C1)N1NC=CC=C1C1=CC=CC=C1